Cl.N[C@H](C(=O)N1[C@@H](CCC1)C(=O)N[C@H](C(=O)OCC1=CC=CC=C1)C(C1=CC=CC=C1)C1=CC=CC=C1)C1CCCCC1 benzyl (S)-2-((S)-1-((S)-2-amino-2-cyclohexylacetyl)pyrrolidine-2-carboxamido)-3,3-diphenylpropanoate hydrochloride